N-(5-(difluoromethoxy)pyridin-2-yl)-1H-indol-6-amine FC(OC=1C=CC(=NC1)NC1=CC=C2C=CNC2=C1)F